5-amino-6-(2-chloro-5-fluorophenyl)-3-(2-ethoxyvinyl)-6-hydroxy-2-methyl-6,7-dihydropyrrolo[3,4-g]indazol-8(2H)-one NC1=CC2=C(N(N=C2C2=C1C(NC2=O)(O)C2=C(C=CC(=C2)F)Cl)C)C=COCC